C(C)(C)(C)C=1C(=NN(C1)CC1=CC(C(=C(N1CC)C1=CC(=C(C=C1)Cl)Cl)C(=O)O)=O)C(F)(F)F 6-[[tert-butyl-3-(trifluoromethyl)pyrazol-1-yl]methyl]-2-(3,4-dichlorophenyl)-1-ethyl-4-oxo-pyridine-3-carboxylic acid